O(C1=CC=CC=C1)CCOC(C(=C)C)=O 2-Phenoxyethyl-methacrylat